tert-butyl (S)-4-(6-amino-1-oxo-1,3-dihydroisobenzofuran-5-yl)-3-(hydroxymethyl)piperazine-1-carboxylate NC1=C(C=C2COC(C2=C1)=O)N1[C@@H](CN(CC1)C(=O)OC(C)(C)C)CO